C(C)(C)NC1=CC=NC2=C(C=CC=C12)S(=O)(=O)NC1=C(C=CC=C1)C#CC=1C=CC(=NC1)C(=O)O 5-[2-(4-Isopropylamino-quinoline-8-sulfonylamino)-phenylethynyl]-pyridine-2-carboxylic acid